O1C(=NC2=C1C=CC=C2)C(C(CNC2=NC=C(C=N2)SC)(C)C)N 1-(benzo[d]oxazol-2-yl)-2,2-dimethyl-N3-(5-(methylthio)pyrimidin-2-yl)propane-1,3-diamine